3-(((R)-1-(2,5-dimethylphenyl)ethyl)amino)-4-oxo-4,6,7,8-tetrahydropyrrolo[1,2-a]pyrazine-6-carboxamide CC1=C(C=C(C=C1)C)[C@@H](C)NC1=NC=C2N(C1=O)C(CC2)C(=O)N